C(C)(C)(C)OC(=O)N(C=1SC(=C(N1)C)C=1C=NC(=C(C1)NS(=O)(=O)C1CC1)OC)C(=O)OC(C)(C)C N,N-bis-tert-butoxycarbonyl-4-methyl-5-(5-cyclopropylsulfonamido-6-methoxypyridin-3-yl)-1,3-thiazol-2-amine